C(C)OC(=O)C1=C(SC(=C1C(=O)OCC)N)N 2,5-diaminothiophene-3,4-dicarboxylic acid diethyl ester